2-(6-(3-Cyanophenyl)benzo[d]oxazol-2-yl)pyrrolidine-1-carbonitrile C(#N)C=1C=C(C=CC1)C1=CC2=C(N=C(O2)C2N(CCC2)C#N)C=C1